C(C)(=O)C1=CN(C2=CC(=CC=C12)P(OCC)(OCC)=O)CC(=O)N1[C@@H]2C[C@@]2(C[C@H]1C(NC1=NC(=CC=C1C)Br)=O)CN diethyl (3-acetyl-1-(2-((1R,3S,5R)-5-(aminomethyl)-3-((6-bromo-3-methylpyridin-2-yl)carbamoyl)-2-azabicyclo[3.1.0]hexan-2-yl)-2-oxoethyl)-1H-indol-6-yl)phosphonate